2-chloro-4-(cyclohexylamino)pyrimidine-5-carboxylic acid ethyl ester C(C)OC(=O)C=1C(=NC(=NC1)Cl)NC1CCCCC1